BrC=1C=NN2C1N=C1C(=C2N[C@@H]2C[C@H](CC2)C(=O)N2CCOCC2)CCC12CCCC2 ((1S,3S)-3-((3-bromo-6,7-dihydrospiro[cyclopenta[d]pyrazolo[1,5-a]pyrimidine-5,1'-cyclopentane]-8-yl)amino)cyclopentyl)(morpholino)methanone